C(C)(C)(C)[Si](C)(C)OCC1=C(C(=NC=C1)Cl)F (tert-butyl)[(2-chloro-3-fluoro-4-pyridyl)methoxy]bis(methyl)silane